ClC1=C(C=C(C=C1)F)[C@@H]1[C@H](CCC(C1)(C)C)C(=O)N1[C@H](CC2(CN(C2)C(C=C)=O)CC1)C 1-((S)-7-((1S,2S)-2-(2-chloro-5-fluorophenyl)-4,4-dimethylcyclohexane-1-carbonyl)-6-methyl-2,7-diazaspiro[3.5]nonan-2-yl)prop-2-en-1-one